CC(CNC(=O)C1=NC(=CC2=C1OCO2)NC=2C=NC=C(C2)F)(C)C N-(2,2-dimethylpropyl)-6-[(5-fluoro-3-pyridinyl)amino]-[1,3]dioxolo[4,5-c]pyridine-4-carboxamide